7-chloro-6-((2,6-difluoro-4-(4-methylpiperazin-1-yl)phenyl)amino)quinoline-5,8-dione ClC1=C(C(C=2C=CC=NC2C1=O)=O)NC1=C(C=C(C=C1F)N1CCN(CC1)C)F